C(C)(C)(C)OC(NCC(=O)NC1=CC=C(C=C1)CN1C(=NC=2C(=NC=3C=CC=CC3C21)N)CCCC)=O tert-butyl(2-((4-((4-amino-2-butyl-1H-imidazo[4,5-c]quinolin-1-yl)methyl)phenyl) amino)-2-oxoethyl)carbamate